ClC=1C=2N(C=CC1SC=1N=CC(=NC1)N1CCC3([C@@H](C=4N(N=CC4)C3)N)CC1)C=CN2 (S)-1-(5-((8-chloroimidazo[1,2-a]pyridin-7-yl)thio)pyrazin-2-yl)-4'H,6'H-spiro[piperidine-4,5'-pyrrolo[1,2-b]pyrazol]-4'-amine